N-(2-methyl-1,2,3,4-tetrahydroisoquinolin-7-yl)quinazolin-2-amine CN1CC2=CC(=CC=C2CC1)NC1=NC2=CC=CC=C2C=N1